BrC=1C=C(C(=NC1)OCCCN(C)C)NS(=O)(=O)C1=CC=C(C=C1)OC N-(5-Bromo-2-(3-(dimethylamino)propoxy)pyridin-3-yl)-4-methoxybenzene-sulfonamide